CN(S(=O)(=O)C)C1=C(C=CC=C1)NC=1C2=C(N=C(N1)NC1=NC=C(C=C1)N1CCN(CC1)C)NC=C2 N-methyl-N-(2-((2-((5-(4-methylpiperazin-1-yl)pyridin-2-yl)amino)-7H-pyrrolo[2,3-d]pyrimidin-4-yl)amino)phenyl)methanesulfonamide